CC1(COC1)C bis-methyloxetane